C(OC(C(CCCC)CC)OOCCCC)([O-])=O butylperoxy-2-ethylhexyl monocarbonate